FC1=C(C=C(C=C1)N1C(C2=CC=CC(=C2C1)C(F)(F)F)=O)C(CC(=O)OCC)C ethyl 3-[2-fluoro-5-[1-oxo-4-(trifluoromethyl)isoindolin-2-yl]phenyl]butanoate